tris(pyrrolidin-1-yl)phosphine N1(CCCC1)P(N1CCCC1)N1CCCC1